C(C)(C)(C)CC1=CC=CC=C1 tertiary butyl-toluene